tantalum-thorium [Th].[Ta]